FC(C1=C(CO)C=CC(=C1)C(F)(F)F)(F)F 2,4-bis(trifluoromethyl)benzyl alcohol